2-((1s,3s)-3-(5-(2-aminopropan-2-yl)-6-methylpyrazin-2-yl)cyclobutyl)-7-methoxy-[1,2,4]triazolo[1,5-c]quinazolin-5-amine NC(C)(C)C=1N=CC(=NC1C)C1CC(C1)C1=NN2C(=NC=3C(=CC=CC3C2=N1)OC)N